C(CCC(=O)OC(C)(C)C)(=O)OCOC(=O)N(C)C(CC1=CC2=C(OCO2)C=C1)C {[2-(2H-1,3-benzodioxol-5-yl)-1-methylethyl]-N-methylaminocarbonyloxy}methyl tert-butyl succinate